C(C1=CC=CC=C1)OC1=CC(=C(C2=C1N(N=N2)C)C)/C=C/C(=O)OC(C)(C)C tert-Butyl (2E)-3-[7-(benzyloxy)-1,4-dimethyl-1H-benzotriazol-5-yl]prop-2-enoate